C(C)OC1=CN=CC(=N1)NC1=C(N=NN1C)C1=CC=C(C(=N1)C)OC[C@@H]1[C@H](CCCC1)C(=O)O (1S,2S)-2-(((6-(5-((6-ethoxypyrazin-2-yl)amino)-1-methyl-1H-1,2,3-triazol-4-yl)-2-methylpyridin-3-yl)oxy)methyl)cyclohexane-1-carboxylic acid